C(C)N(C(C#N)C#N)C1=CC=CC=C1 2-(Ethyl-(phenyl)amino)malononitrile